N-propyl-N-hydroxyethyl-perfluorohexyl-sulfonamide C(CC)N(S(=O)(=O)C(C(C(C(C(C(F)(F)F)(F)F)(F)F)(F)F)(F)F)(F)F)CCO